7-azanorbornene C12C=CC(CC1)N2